(5S)-5-methyl-6-[4-(morpholin-4-yl)-3-(trifluoromethyl)phenyl]-4,5-dihydro-1,2,4-triazin-3(2H)-one C[C@@H]1NC(NN=C1C1=CC(=C(C=C1)N1CCOCC1)C(F)(F)F)=O